BrC=1C=CC(=NC1)C=1N=NN(N1)C 5-Bromo-2-(2-methyl-tetrazol-5-yl)pyridine